(E)-1-(4-aminophenyl)-3-(2,5-dimethoxyphenyl)prop-2-en-1-one NC1=CC=C(C=C1)C(\C=C\C1=C(C=CC(=C1)OC)OC)=O